2-[1-(2-Difluoromethyl-pyridin-4-yl)-azetidin-3-yl]-1-(5-methyl-3,6,7,8-tetrahydro-1H-2,4-diaza-as-indacen-2-yl)-ethanone FC(C1=NC=CC(=C1)N1CC(C1)CC(=O)N1CC2=C3CCCC3=C(N=C2C1)C)F